FC(C(C)N1N=CC=C1)(F)F 1-(1,1,1-trifluoropropan-2-yl)-1H-pyrazole